methyl 5-{[(tert-butoxy) carbonyl] amino}-2-cyclopropyl-1,3-thiazole-4-carboxylate C(C)(C)(C)OC(=O)NC1=C(N=C(S1)C1CC1)C(=O)OC